N-methyl-N-Phenyl-8-(1H-Pyrazol-4-yl)-[1,2,4]triazolo[4,3-a]quinazolin-5-amine CN(C1=NC=2N(C3=CC(=CC=C13)C=1C=NNC1)C=NN2)C2=CC=CC=C2